C(C)(=O)N1[C@H](C[C@H](C2=CC(=CC=C12)C1=C(C(=O)NCCOCCOCCOCCOCCOCCNC(CCl)=O)C=CC=C1)NC1=CC=C(C=C1)Cl)C ((2S,4R)-1-acetyl-4-((4-chlorophenyl)amino)-2-methyl-1,2,3,4-tetrahydroquinolin-6-yl)-N-(1-chloro-2-oxo-6,9,12,15,18-pentoxa-3-azaeicosan-20-yl)benzamide